CC1=COC=2C1=C(C=CC2)C(=O)OC methyl 3-methylbenzofuran-4-carboxylate